ClC=1C(N(C(=CC1OCC1=NC=C(C=C1F)F)C)C1=CC(=NC=C1C)C1=CC=C2C(=N1)[C@](CC2)(O)CC)=O (S)-3-chloro-4-((3,5-difluoropyridin-2-yl)methoxy)-2'-((S)-7-ethyl-7-hydroxy-6,7-dihydro-5H-cyclopenta[b]pyridin-2-yl)-5',6-dimethyl-2H-[1,4'-bipyridin]-2-one